N-(3,5-Dimethoxyphenyl)-2-ethynyl-N-(2-oxo-1,3-diphenylhexahydropyrimidin-5-yl)thiazole-4-carboxamide COC=1C=C(C=C(C1)OC)N(C(=O)C=1N=C(SC1)C#C)C1CN(C(N(C1)C1=CC=CC=C1)=O)C1=CC=CC=C1